5-nitro-2-(3-phenyl-propylamino)benzoic acid [N+](=O)([O-])C=1C=CC(=C(C(=O)O)C1)NCCCC1=CC=CC=C1